CN1N=CC(=C1)NC1N(CC2=C(C=CC=C12)C1=CC=CC=C1)C#N ((1-methyl-1H-pyrazol-4-yl)amino)-4-phenylisoindoline-2-carbonitrile